methyl (S)-6-(((5-chloropyridin-2-yl)methyl)(ethyl)amino)-2-((R)-2-(4-fluoro-3-methylphenyl)-2-methoxyethyl)hexanoate ClC=1C=CC(=NC1)CN(CCCC[C@H](C(=O)OC)C[C@@H](OC)C1=CC(=C(C=C1)F)C)CC